trans-1-benzyl-2-cyclopropyl-3-nitropyrrolidine C(C1=CC=CC=C1)N1[C@H]([C@@H](CC1)[N+](=O)[O-])C1CC1